1-Tert-butyl N-(cyclopropylmethyl)-N-[4-[4-[[3-(difluoromethyl)-1-[4-[2-(2-hydroxyethoxy)ethyl-methylcarbamoyl]cyclohexyl]pyrazol-4-yl]carbamoyl]oxazol-2-yl]-2-pyridyl]carbamate C1(CC1)CN(C(OC(C)(C)C)=O)C1=NC=CC(=C1)C=1OC=C(N1)C(NC=1C(=NN(C1)C1CCC(CC1)C(N(C)CCOCCO)=O)C(F)F)=O